CO[Si](CCCNCCC[Si](OC)(OC)OC)(OC)OC bis[3-trimethoxysilylpropyl]amine